(R)-N-((8-fluoro-1,2,3,5,6,7-hexahydro-s-indacen-4-yl)carbamoyl)-6-methoxy-6,7-dihydro-5H-pyrazolo[5,1-b][1,3]oxazine-3-sulfonamide FC=1C=2CCCC2C(=C2CCCC12)NC(=O)NS(=O)(=O)C=1C=NN2C1OC[C@@H](C2)OC